CC1=C(C(=CC=C1)C)N1C(C2=C(N(S1(=O)=O)C)C=CC(=C2)C(=O)C2=C(CCCC2=O)O)=O (2,6-dimethylphenyl)-6-(2-hydroxy-6-oxocyclohex-1-enecarbonyl)-1-methyl-1H-benzo[c][1,2,6]thiadiazin-4(3H)-one 2,2-dioxide